5'-((4-(morpholine-4-carbonyl)pyridine-2,6-diyl)bis(1H-1,2,3-triazole-4,1-diyl))bis(2-(trifluoromethyl)benzoic acid) N1(CCOCC1)C(=O)C1=CC(=NC(=C1)C=1N=NN(C1)C=1C(=C(C(=O)O)C=CC1)C(F)(F)F)C=1N=NN(C1)C=1C(=C(C(=O)O)C=CC1)C(F)(F)F